Cyclamic Acid O=S(=O)(O)NC1CCCCC1